2-(4-(3-(1-(5-chloropyrimidin-2-yl)piperidin-4-yl)propoxy)-2-fluorophenyl)-1-((1R,4R)-5-((2S,3S,4R)-2,3,4,5-tetrahydroxypentyl)-2,5-diazabicyclo[2.2.1]heptan-2-yl)ethan-1-one ClC=1C=NC(=NC1)N1CCC(CC1)CCCOC1=CC(=C(C=C1)CC(=O)N1[C@H]2CN([C@@H](C1)C2)C[C@@H]([C@@H]([C@@H](CO)O)O)O)F